OC1=CC=C(C=C1)C(C)(C)C1=CC=C(C=C1)C(C)(C)C1=CC=C(C=C1)O α,α'-bis-(4-hydroxy-phenyl)-p-diisopropylbenzene